F[C@@]1([C@@H](C1)C(=O)OCC)C1=C(C=C(C=C1)F)C1=C(C=CC=C1F)F ethyl (1S,2S)-2-fluoro-2-(2',5,6'-trifluoro[1,1'-biphenyl]-2-yl)cyclopropane-1-carboxylate